CN1C2=CC=CC=C2C=2C(C(CCC12)CN1C(=NC=C1)C)=O 1,2,3,9-tetrahydro-9-methyl-3-[(2-methyl-1H-imidazol-1-yl)methyl]-4H-carbazol-4-one